6-bromohexyl (9Z,12Z)-octadeca-9,12-dienoate C(CCCCCCC\C=C/C\C=C/CCCCC)(=O)OCCCCCCBr